2-((2-(3-(tert-butyl)phenyl)-7-fluoro-1H-indol-5-yl)oxy)acetic acid C(C)(C)(C)C=1C=C(C=CC1)C=1NC2=C(C=C(C=C2C1)OCC(=O)O)F